ClC1=C(C=C(OCC(=O)N[C@H]2CC[C@@H](N(C2)C(=O)OC(C)(C)C)C(NC2CCC(CC2)OC(F)(F)F)=O)C=C1)F tert-butyl (2R,5S)-5-[2-(4-chloro-3-fluorophenoxy)acetamido]-2-{[(1s,4s)-4-(trifluoromethoxy)cyclohexyl]carbamoyl}piperidine-1-carboxylate